ClC=1C=C(C=CC1F)NC(=O)C1=C(N=CN1C)C1CC2CC(CC2C1)(C1=CC(=NN1)C)O N-(3-Chloro-4-fluorophenyl)-4-(5-hydroxy-5-(3-methyl-1H-pyrazol-5-yl)octahydropentalen-2-yl)-1-methyl-1H-imidazole-5-carboxamide